BrCC=1C=C(C(=O)OC)C=C(C1)OC(F)F methyl 3-(bromo-methyl)-5-(difluoromethoxy)benzoate